CC1=C(C(=O)N[C@H](C)C2CCN(CC2)C(=O)OC(C)(C)C)C=C(C=C1)[N+](=O)[O-] tert-butyl (R)-4-(1-(2-methyl-5-nitrobenzamido)ethyl)piperidine-1-carboxylate